S1CC(C1)SSCSC(C(SCSSC1CSC1)SCSSC1CSC1)SCSSC1CSC1 1,1,2,2-tetrakis(3-thietanyldithiomethylthio)ethane